3-(1-(2-(5,6,7,8-tetrahydro-1,8-naphthyridin-2-yl)ethyl)-1H-pyrazole-4-carboxamido)propionic acid N1=C(C=CC=2CCCNC12)CCN1N=CC(=C1)C(=O)NCCC(=O)O